ClC1=C(C=2N=C(N=C(C2C=N1)O)O)I 7-chloro-8-iodopyrido[4,3-d]pyrimidine-2,4-diol